COC(=O)C1=CC(=C2O[C@@H](CC=CCC[C@@](C3=NN=C(C1=N2)O3)(C(F)(F)F)OCC3=CC=CC=C3)C)C(F)(F)F (6R,12R)-6-benzyloxy-12-methyl-6,15-bis(trifluoromethyl)-13,19-dioxa-3,4,18-triazatricyclo[12.3.1.12,5]nonadeca-1(18),2,4,9,14,16-hexa-ene-17-carboxylic acid methyl ester